6-bromo-3-iodo-1H-indazole-4-sulfonamide BrC=1C=C(C=2C(=NNC2C1)I)S(=O)(=O)N